(S)-tert-butyl-[(2,2-dimethyl-1,3-dioxolan-4-yl)methoxy]diphenylsilane C(C)(C)(C)[Si](C1=CC=CC=C1)(C1=CC=CC=C1)OC[C@H]1OC(OC1)(C)C